4-(2-pyridyldithio)-1-butanol N1=C(C=CC=C1)SSCCCCO